methyl (R)-2-((tert-butyldimethylsilyl)oxy)propanoate [Si](C)(C)(C(C)(C)C)O[C@@H](C(=O)OC)C